4-[6-(4,6-difluoro-2-pyridyl)-5-methyl-7,8-dihydro-5H-pyrido[4,3-d]pyrimidin-2-yl]thiazole FC1=CC(=NC(=C1)F)N1C(C2=C(N=C(N=C2)C=2N=CSC2)CC1)C